2-(2-(2-isopropylphenyl)-4-(4-methylbenzyl)piperazin-1-yl)-7-azaspiro[3.5]nonane C(C)(C)C1=C(C=CC=C1)C1N(CCN(C1)CC1=CC=C(C=C1)C)C1CC2(C1)CCNCC2